tert-butyl-4-(2-aminophenyl)piperazine-1-carboxylic acid methyl ester (tert-butyl 4-(4-aminophenyl) piperazine-1-carboxylate) C(C)(C)(C)C1N(CCN(C1)C1=CC=C(C=C1)N)C(=O)O.COC(=O)N1C(CN(CC1)C1=C(C=CC=C1)N)C(C)(C)C